(S,E)-N-((4-(Methoxyimino)-1-(2'-methyl-[1,1'-biphenyl]-4-carbonyl)pyrrolidin-2-yl)methyl)acetamide CO\N=C\1/C[C@H](N(C1)C(=O)C1=CC=C(C=C1)C1=C(C=CC=C1)C)CNC(C)=O